ClC1=C(OC=2C=C3CCN(C(C3=CC2)=O)CC2=CC=C(C=C2)C(F)(F)F)C(=CC(=C1)[N+](=O)[O-])Cl 6-(2,6-Dichloro-4-nitrophenoxy)-2-(4-(trifluoromethyl)benzyl)-3,4-dihydroisoquinolin-1(2H)-one